5-(aminomethyl)pyridin-3-amine NCC=1C=C(C=NC1)N